ClC1=NC=C(C(=N1)OCCCOC1=C(C=CC(=N1)N1CC2(C1)CC(C2)OC)[N+](=O)[O-])Cl 2-(6-(3-((2,5-dichloropyrimidin-4-yl)oxy)propoxy)-5-nitropyridin-2-yl)-6-methoxy-2-azaspiro[3.3]heptane